methyl (S)-4-(2-((tert-butoxycarbonyl)amino)-3-hydroxypropyl)-3,4-dihydro-2H-thieno[3,4-b][1,4]oxazine-5-carboxylate C(C)(C)(C)OC(=O)N[C@@H](CN1C=2C(OCC1)=CSC2C(=O)OC)CO